(E)-3-(2-(6,7-dihydroquinolin-8(5H)-ylidene)hydrazino)-8-chloro-5H-[1,2,4]triazino[5,6-b]indole N1=CC=CC=2CCC/C(/C12)=N\NC=1N=NC2=C(NC=3C=CC(=CC23)Cl)N1